benzyl 4-(7-chloro-8-fluoro-2-oxo-1,2-dihydropyrido[4,3-d]pyrimidin-4-yl)piperidine-1-carboxylate ClC1=C(C=2NC(N=C(C2C=N1)C1CCN(CC1)C(=O)OCC1=CC=CC=C1)=O)F